O1CCC(C=C1)=O 2H-pyran-4(3H)-one